O=C1C=2N(CCN1)N=C(C2)C(=O)N 4-oxo-4,5,6,7-tetrahydropyrazolo[1,5-a]pyrazine-2-carboxamide